C1(CC=CC2=CC=C3C(=C12)C=CC=C3)=O benzonaphthalenone